2-(((butyryloxy)methyl)thio)benzoic acid C(CCC)(=O)OCSC1=C(C(=O)O)C=CC=C1